C(CC(C)(C)C)OC(CCC)=O.[N+](=O)([O-])C1=C(C=C(C=C1)SC)C(F)(F)F 2-nitro-5-(methylthio)benzotrifluoride neo-hexyl-n-butyrate